(2S,5R)-1-(tert-butoxycarbonyl)-5-methyl-pyrrolidine-2-carboxylic acid C(C)(C)(C)OC(=O)N1[C@@H](CC[C@H]1C)C(=O)O